1-aminomethyl-cyclobutanol NCC1(CCC1)O